C(/C1=CC=CC=C1)=C/1\C(N(C(S1)=O)CCCC(=O)NC1=CC(=C(C=C1)C1=NN=NN1)O)=O (Z)-4-(5-benzylidene-2,4-dioxothiazolidin-3-yl)-N-(3-hydroxy-4-(1H-tetrazol-5-yl)phenyl)butanamide